3-(2-hydroxy-3-o-tolylaminopropyl)-1H-1,2,4-triazole-5(4H)-thione OC(CC1=NNC(N1)=S)CNC1=C(C=CC=C1)C